3-((4-(2-(2,6-dimethylpyridin-4-yl)-3-isopropyl-1H-indol-5-yl)piperidin-1-yl)methyl)-5-methylisoxazole CC1=NC(=CC(=C1)C=1NC2=CC=C(C=C2C1C(C)C)C1CCN(CC1)CC1=NOC(=C1)C)C